tert-butyl 4-(4-((4-(methylsulfinyl)benzyl)oxy)phenyl)-1H-imidazole-1-carboxylate CS(=O)C1=CC=C(COC2=CC=C(C=C2)C=2N=CN(C2)C(=O)OC(C)(C)C)C=C1